[C@H]12CN(C[C@H](CC1)N2)C2=NC(=NC1=C(C(=C(C=C21)F)C2=CC(=NC1=CC=CC(=C21)Cl)N)F)OC[C@]21CCCN1C[C@@H](C2)F 4-(4-((1R,5S)-3,8-diazabicyclo[3.2.1]octan-3-yl)-6,8-difluoro-2-(((2R,7aS)-2-fluorotetrahydro-1H-pyrrolizin-7a(5H)-yl)methoxy)quinazolin-7-yl)-5-chloroquinolin-2-amine